1-{[2-(methylthio)-1H-benzimidazol-1-yl]methyl}-4-propylpyrrolidin-2-one CSC1=NC2=C(N1CN1C(CC(C1)CCC)=O)C=CC=C2